3-{8,8-difluoro-7-oxo-5-(trifluoromethylthio)bicyclo[4.2.0]oct-1,3,5-trien-2-enyloxy}-5-fluorobenzamide FC1(C(C2=C(C(=C=C=C12)OC=1C=C(C(=O)N)C=C(C1)F)SC(F)(F)F)=O)F